2-(3,5-dichloro-4-((4-oxo-3,4-dihydrophthalazin-1-yl)oxy)phenyl)-3,5-dioxo-2,3,4,5-tetrahydro-1,2,4-triazine-6-carbonitrile potassium salt [K].ClC=1C=C(C=C(C1OC1=NNC(C2=CC=CC=C12)=O)Cl)N1N=C(C(NC1=O)=O)C#N